C(C=1C(N)=CC=CC1)(=O)O.CC1(C(C=C(CC1)C)C)C=O methyl-2,4-dimethylcyclohex-3-eneformaldehyde anthranilate